C(C)(C)(C)P(Cl)C(C)(C)C di-tert-butyl-chloro-phosphine